FC(C1=NC=CC=C1N1C[C@@H](CCC1)CN1C[C@@H](C([C@@H](C1)OCC1=CC=CC=C1)OCC1=CC=CC=C1)OCC1=CC=CC=C1)(F)F 2-(trifluoromethyl)-3-((S)-3-(((3S,4S,5R)-3,4,5-tris(benzyloxy)piperidin-1-yl)methyl)piperidin-1-yl)pyridine